FC1(CC(C1)NC(=O)C=1C=NN2C1C=C(C=C2)C2=CNC=1N=C(N=CC12)NCC=1C=NC(=CC1)N1CCN(CC1)C)F N-(3,3-difluorocyclobutyl)-5-(2-(((6-(4-methylpiperazin-1-yl)pyridin-3-yl)methyl)amino)-7H-pyrrolo[2,3-d]pyrimidin-5-yl)pyrazolo[1,5-a]pyridine-3-carboxamide